6-Ethyl-5-(4-((2-Ethyl-3-oxo-4H-quinoxalin-6-yl)methyl)piperazin-1-yl)-N-(methyl-d3)pyridine-2-carboxamide C(C)C1=C(C=CC(=N1)C(=O)NC([2H])([2H])[2H])N1CCN(CC1)CC=1C=C2NC(C(=NC2=CC1)CC)=O